Pyrazolo[1,5-a]pyrimidin-3-yl 6-isopropoxy-2-(tetrahydro-2H-pyran-2-yl)-2H-pyrazolo[3,4-b]pyridine-5-carboxylate C(C)(C)OC=1C(=CC=2C(N1)=NN(C2)C2OCCCC2)C(=O)OC=2C=NN1C2N=CC=C1